CC=1C=C(C=CC1C)N1C(CC(C1)C(=O)N1CCC(CC1)C1=NC(=NO1)C1=CC(=CC=C1)OC)=O 1-(3,4-dimethylphenyl)-4-(4-(3-(3-methoxyphenyl)-1,2,4-oxadiazol-5-yl)piperidin-1-carbonyl)pyrrolidin-2-one